FC=1C=NN2C1C(NC1=C(C=CC=C21)F)=O 3,6-difluoropyrazolo[1,5-a]quinoxalin-4(5H)-one